benzocycloheptane-7-yl acetate C(C)(=O)OC1CCC2=C(CC1)C=CC=C2